C1(=CC=C(C=C1)C#CC1=C(C=O)C=CC=C1)C#CC1=C(C=O)C=CC=C1 4'-(1,4-phenylenebis(acetylene-2,1-diyl))dibenzoaldehyde